BrC1=C(C=C(C=C1)Br)CC(=O)O 2,5-dibromophenylacetic acid